ditert-butyl-naphthalene C(C)(C)(C)C1=C(C2=CC=CC=C2C=C1)C(C)(C)C